(S)-(6-(2-methoxyphenyl)-3-(3-(5-(trifluoromethyl)pyridin-2-yloxy)pyrrolidin-1-yl)pyridin-2-yl)methanol COC1=C(C=CC=C1)C1=CC=C(C(=N1)CO)N1C[C@H](CC1)OC1=NC=C(C=C1)C(F)(F)F